[N+](=O)([O-])C=CC1=CC=CC=C1 4-(2-nitrovinyl)benzene